ClC1=NC=CC(=C1)C=1C=C2C(=NNC2=CC1)N 5-(2-Chloropyridin-4-yl)-1H-indazol-3-amine